C(C=C)(=O)OCCOC(C=C)=O ethyleneglycol diacrylate